(2R)-7-bromo-8-fluoro-6-[(2-methoxyethoxy)methoxy]-N-[(1S)-1-(naphthalen-1-yl)ethyl]-1,2,3,4-tetrahydronaphthalen-2-amine BrC1=C(C=C2CC[C@H](CC2=C1F)N[C@@H](C)C1=CC=CC2=CC=CC=C12)OCOCCOC